(E)-N-(5-(3-(1-((5-cyclopropyl-1H-pyrazol-3-yl)amino)-3-methyl-1-oxobutan-2-yl)phenyl)pyridin-2-yl)-4-(3-fluoropyrrolidin-1-yl)but-2-enamide C1(CC1)C1=CC(=NN1)NC(C(C(C)C)C=1C=C(C=CC1)C=1C=CC(=NC1)NC(\C=C\CN1CC(CC1)F)=O)=O